6,8-difluoro-4-((1S,5R)-1-methyl-3,8-diazabicyclo[3.2.1]octan-3-yl)-2-(((R)-1-ethylpyrrolidin-2-yl)methoxy)quinazolin FC=1C=C2C(=NC(=NC2=C(C1)F)OC[C@@H]1N(CCC1)CC)N1C[C@@]2(CC[C@H](C1)N2)C